N1N=CC2=CC=C(C=C12)C=1N=C(C=2N(C1)C=NN2)NC2=CC=C(C=C2)N2CCOCC2 6-(1H-indazol-6-yl)-N-(4-morpholinophenyl)-[1,2,4]triazolo[4,3-a]pyrazin-8-amine